NC1=NC=C(C2=C1C(=C(N2C)C2=C(C=C(C=C2)NC(C(=C)C)=O)Cl)C2=CC=C(C=C2)OC2=NN(C=C2)C)C#N N-(4-(4-amino-7-cyano-1-methyl-3-(4-((1-methyl-1H-pyrazol-3-yl)oxy)phenyl)-1H-pyrrolo[3,2-c]pyridin-2-yl)-3-chlorophenyl)methacrylamide